4-(3-di-n-butylaminopropoxy)benzoyl chloride C(CCC)N(CCCOC1=CC=C(C(=O)Cl)C=C1)CCCC